2,3-dihydro-7H-1,4,2-dioxazepine O1NCOC=CC1